FC1=C(C=C(C(=O)N(C)[C@H](CN2C[C@@H](CC2)O)C(C)C)C=C1)C(F)(F)F 4-Fluoro-N-((S)-1-((R)-3-hydroxypyrrolidin-1-yl)-3-methylbutan-2-yl)-N-methyl-3-(trifluoromethyl)benzamide